7-trifluoromethyl-3,4-dihydro-1H-2-benzopyran-4-one FC(C1=CC2=C(C(COC2)=O)C=C1)(F)F